[Sn].[In].[Cu].[Ag] silver-copper-indium-tin